2-(3-Bromo-2-fluorophenyl)-1-(pyridin-2-yl)propan-1-amine BrC=1C(=C(C=CC1)C(C(N)C1=NC=CC=C1)C)F